(2S)-2-pyrazolo[1,5-a]pyrimidin-6-yloxypropanoate N1=CC=C2N1C=C(C=N2)O[C@H](C(=O)[O-])C